N-(tert-butyl)-3-(5-(3-cyanoimidazo[1,2-b]pyridazin-6-yl)-4-(4-fluoro-phenyl)-1H-imidazol-1-yl)azetidine-1-carboxamide C(C)(C)(C)NC(=O)N1CC(C1)N1C=NC(=C1C=1C=CC=2N(N1)C(=CN2)C#N)C2=CC=C(C=C2)F